OC1(OC2=CC=CC=C2C(=C1NC(C)=O)C1=CSC=C1)C(F)(F)F N-(2-Hydroxy-4-(thiophen-3-yl)-2-(trifluoromethyl)-2H-chromen-3-yl)acetamide